ClC1=NC=CC(=C1C#N)NC1=CC2=C(N(C(N2CC[C@H](C)O)=O)C)C=C1 2-chloro-4-[[3-[(3S)-3-hydroxybutyl]-1-methyl-2-oxo-benzoimidazol-5-yl]amino]pyridine-3-carbonitrile